{4-[1-(2-amino-2-oxoethyl)-3-methyl-1H-pyrazol-5-yl]-1-methyl-1H-imidazol-2-yl}-1-methyl-1H-pyrazolo[4,3-c]Pyridine-6-carboxamide NC(CN1N=C(C=C1C=1N=C(N(C1)C)C1=NN(C2=C1C=NC(=C2)C(=O)N)C)C)=O